methyl 2-(2-methylphenyl)-2-methyliminoacetate CC1=C(C=CC=C1)C(C(=O)OC)=NC